C(CCCCCCC\C=C/C\C=C/CCCCC)(=O)OCC(COC(CCC(OCCCCCCCC)OCCCCCCCC)=O)OC(NCCN(CC)CC)=O 3-((4,4-bis(octyloxy)butanoyl)oxy)-2-(((2-(diethylamino)ethyl)carbamoyl)oxy)propyl (9Z,12Z)-octadeca-9,12-dienoate